[C@H]12CC(C[C@H](CC1)N2)C2=C(C(=O)NC)C=CC(=C2Cl)[C@@H]2[C@H](C2)C2=NN(C1=NC(=NC=C12)C)C ((1R,3s,5S)-8-azabicyclo[3.2.1]oct-3-yl)-3-chloro-4-((1S,2S)-2-(1,6-dimethyl-1H-pyrazolo[3,4-d]pyrimidin-3-yl)cyclopropyl)-N-methylbenzamide